C(C)N1C(=NC2=CC(=C(C=C2C1=O)OC)F)[C@@H](CCC)N1CCN(CCC1)C (R)-3-ethyl-7-fluoro-6-methoxy-2-(1-(4-methyl-1,4-diazepan-1-yl)butyl)quinazolin-4(3H)-one